ClC1=NC(=NC(=N1)C=1C=CC=2C(C3=CC=CC=C3C2C1)(C)C)N1C2=CC=CC=C2C=2C=CC=CC12 9-(4-chloro-6-(9,9-dimethyl-9H-fluoren-3-yl)-1,3,5-triazin-2-yl)-9H-carbazole